(2S,3R,4R)-1-acetyl-2-cyclopropyl-3-methyl-4-((3-methylpyridin-2-yl)amino)-1,2,3,4-tetrahydroquinoline-6-carboxamide C(C)(=O)N1[C@H]([C@@H]([C@H](C2=CC(=CC=C12)C(=O)N)NC1=NC=CC=C1C)C)C1CC1